CN(C(=O)C1=NC=C(N=C1)N1CCN(CC1)C(=O)C1=C(N=C2N1N=CC=C2)C2=CC=CC=C2)C N,N-dimethyl-5-(4-(2-phenylimidazo[1,2-b]pyridazine-3-carbonyl)piperazin-1-yl)pyrazine-2-carboxamide